(R)-4-(4-(4-(2-(2-aminopyridin-3-yl)-5-phenyl-3H-imidazo[4,5-b]pyridin-3-yl)benzyl)-2-methylpiperazin-1-yl)-1,3,5-triazine-2-carbonitrile NC1=NC=CC=C1C1=NC=2C(=NC(=CC2)C2=CC=CC=C2)N1C1=CC=C(CN2C[C@H](N(CC2)C2=NC(=NC=N2)C#N)C)C=C1